BrC1=C(C=CC=C1)C=CC1=CC=C(C=C1)C(C)C bromo-4'-isopropylstilbene